5-(furan-2-yl)-1,3,4-thiadiazole-2-carboxylic acid ethyl ester C(C)OC(=O)C=1SC(=NN1)C=1OC=CC1